N1CCC(CC1)OC1=CC=2C(=NON2)C=C1 5-(piperidin-4-yloxy)benzo[c][1,2,5]-oxadiazole